N(=[N+]=[N-])CCC(=O)N1CC(NC2=CC=CC=C12)=O 4-(3-azidopropionyl)-3,4-dihydroquinoxalin-2(1H)-one